C(C(=C)C)(=O)OCC(COC1=CC=C(C=C1)C(C)(C)C1=CC=C(C=C1)OCC(COC(C(=C)C)=O)O)O bis[p-(3-methacryloxy-2-hydroxy-propoxy)phenyl]dimethylmethane